C(C1=CC=CC=C1)OC1=NN2C(C3=C([C@H](C2)C)C(=NO3)C(C)=O)=C1 (R)-1-(8-(Benzyloxy)-4-methyl-4,5-dihydroisoxazolo[5,4-c]pyrazolo[1,5-a]pyridin-3-yl)ethan-1-one